N-(tert-Butoxycarbonyl)-N,β,β-trimethyl-L-phenylalanyl-N-[(3S,4E)-5-carboxy-2-methylhex-4-en-3-yl]-N,3-dimethyl-L-valinamide C(C)(C)(C)OC(=O)N([C@@H](C(C1=CC=CC=C1)(C)C)C(=O)N[C@@H](C(C)(C)C)C(=O)N(C)[C@@H](C(C)C)\C=C(/C)\C(=O)O)C